Phenylethylammonium Lead Triiodide [Pb+](I)(I)I.C1(=CC=CC=C1)CC[NH3+]